6-(p-tolylamino)pyrazolo[1,5-c]pyrido[3,4-e]pyrimidine-9-carboxylic acid C1(=CC=C(C=C1)NC1=NC2=C(C=3N1N=C(C3)C(=O)O)C=NC=C2)C